N,N-di(2-oleyloxyoxo-ethyl)-N,N-dimethyl-ammonium chloride [Cl-].C(CCCCCCC\C=C/CCCCCCCC)OC(C[N+](C)(C)CC(OCCCCCCCC\C=C/CCCCCCCC)=O)=O